hexyl diethylaminohydroxybenzoate (diethylamino hydroxybenzoyl hexyl benzoate) C(C)N(CC)C=1C(=C(C(=C(C(=O)O)C1)CCCCCC)C(C1=CC=CC=C1)=O)O.C(C)N(CC)C=1C(=C(C(=O)OCCCCCC)C=CC1)O